(S)-(4-amino-8-fluorothiochroman-4-yl)methanol O1-benzyl-O2-methyl-(2S,4S)-4-aminopyrrolidine-1,2-dicarboxylate C(C1=CC=CC=C1)[C@@]1(N(C[C@H](C1)N)C(=O)OC[C@@]1(CCSC2=C(C=CC=C12)F)N)C(=O)OC